N-[4-[4-(2-azetidin-1-yl-phenyl)-piperidin-1-yl]-2-(1-methyl-cyclopropyl)-quinazolin-6-yl]-N,N',N'-trimethyl-ethane-1,2-diamine N1(CCC1)C1=C(C=CC=C1)C1CCN(CC1)C1=NC(=NC2=CC=C(C=C12)N(CCN(C)C)C)C1(CC1)C